4,5-ditetradecylimidazolium C(CCCCCCCCCCCCC)C=1[NH+]=CNC1CCCCCCCCCCCCCC